C(C)N1C[C@H]([C@H](CC1)NC1=C2C=C(N(C2=CC=C1)CC(F)(F)F)C#CCNC1=C(C=C(C(=O)OCC)C=C1)OC)F ethyl 4-{[3-(4-{[(3R,4S)-1-ethyl-3-fluoropiperidin-4-yl]amino}-1-(2,2,2-trifluoroethyl)-1H-indol-2-yl)prop-2-yn-1-yl]amino}-3-methoxybenzoate